5-chloro-4-fluoro-2-methyl-benzenesulfonyl chloride ClC=1C(=CC(=C(C1)S(=O)(=O)Cl)C)F